C12N(CC(NC1)CC2)C=2C1=C(N=C(N2)OC([2H])([2H])C2(CC2)CN2CCCC2)C(N(C=C1)C1=CC(=CC2=CC=C(C(=C12)C#C)F)O)=O 4-(2,5-Diazabicyclo[2.2.2]octan-2-yl)-7-(8-ethynyl-7-fluoro-3-hydroxynaphthalen-1-yl)-2-((1-(pyrrolidin-1-ylmethyl)cyclopropyl)methoxy-d2)pyrido[3,4-d]pyrimidin-8(7H)-one